3-(2,4-dimethoxybenzyl)-7-(hydroxymethyl)quinazoline-2,4(1H,3H)-dione COC1=C(CN2C(NC3=CC(=CC=C3C2=O)CO)=O)C=CC(=C1)OC